ClC=1C(=NC=CC1I)N1[C@@H](CCC1)CO (S)-(1-(3-chloro-4-iodopyridin-2-yl)pyrrolidin-2-yl)methanol